C(C)[C@H]1OC=2C(CN(C1)CC=1C=C(C=CC1C)CC(C(=O)O)(C)C)=CC=C1C2OC(O1)(F)F 3-(3-(((R)-9-ethyl-2,2-difluoro-8,9-dihydro-[1,3]dioxolo[4',5':3,4]benzo[1,2-f][1,4]oxazepin-7(6H)-yl)methyl)-4-methylphenyl)-2,2-dimethylpropionic acid